3-(4-bromobenzyl)-2-ethyl-5,7-dimethylpyrazolo[1,5-a]pyrimidine BrC1=CC=C(CC=2C(=NN3C2N=C(C=C3C)C)CC)C=C1